4-[5-[3-[2-[4-[4-(2,5-dioxopyrrol-1-yl)cyclohexoxy]-4-oxo-butanoyl]-4-fluoro-6-methoxy-benzothiophen-5-yl]oxypropoxy]-4-fluoro-6-methoxy-isoindolin-2-yl]-4-oxo-butanoic acid O=C1N(C(C=C1)=O)C1CCC(CC1)OC(CCC(=O)C=1SC2=C(C1)C(=C(C(=C2)OC)OCCCOC=2C(=C1CN(CC1=CC2OC)C(CCC(=O)O)=O)F)F)=O